(3-carbamoyl-2H-chromen-7-yl)piperazine-1-carboxylic acid tert-butyl ester C(C)(C)(C)OC(=O)N1C(CNCC1)C1=CC=C2C=C(COC2=C1)C(N)=O